(S)-1-(3-fluoro-4-(trifluoromethoxy)phenyl)-3-(1-(2-methylbutanoyl)piperidin-4-yl)urea FC=1C=C(C=CC1OC(F)(F)F)NC(=O)NC1CCN(CC1)C([C@H](CC)C)=O